(2-bromo-1,5-dimethyl-1H-imidazol-4-yl)ethan-1-ol BrC=1N(C(=C(N1)C(C)O)C)C